COC=1C=2N(C=C(N1)NC(=O)C=1C=CC(=C3C=NC(=NC13)OCC13OCC(C1)C3)N3C[C@@H](N([C@H](C3)C)C(=O)OC(C)(C)C)C)C=C(N2)C tert-butyl (2S,6S)-4-[8-[(8-methoxy-2-methyl-imidazo[1,2-a]pyrazin-6-yl)carbamoyl]-2-(2-oxabicyclo[2.1.1]hexan-1-ylmethoxy)quinazolin-5-yl]-2,6-dimethyl-piperazine-1-carboxylate